C(C)(C)(C)OC(NC=1N(N=C(C1C(N)=O)C1=CC=C(C=C1)CC(=O)NC1=CC(=NO1)C1C(C1)(C)C)C(C)C)=O N-[4-carbamoyl-5-[4-[2-[[3-(2,2-dimethylcyclopropyl)isoxazol-5-yl]amino]-2-oxo-ethyl]phenyl]-2-isopropyl-pyrazol-3-yl]carbamic acid tert-butyl ester